1-tert-butyl 5-methyl 2-(1,4,7,10-tetraazacyclododecan-1-yl)pentanedioate N1(CCNCCNCCNCC1)C(C(=O)OC(C)(C)C)CCC(=O)OC